(E)-5-bromopentyl-3-pentylundec-2-enoate BrCCCCCOC(\C=C(\CCCCCCCC)/CCCCC)=O